OC[C@@H](CC1=CC=CC=C1)NC(C(=O)NC1=CC(=CC=C1)C(=O)C=1N(C=CN1)C)=O (R)-N1-(1-hydroxy-3-phenylpropan-2-yl)-N2-(3-(1-methyl-1H-imidazole-2-carbonyl)phenyl)oxalamide